(2R,3R,4S,5S)-2-(4-amino-7H-pyrrolo[2,3-d]pyrimidin-7-yl)-5-((R)-7-chloroisochroman-1-yl)tetrahydrofuran-3,4-diol NC=1C2=C(N=CN1)N(C=C2)[C@@H]2O[C@@H]([C@H]([C@H]2O)O)[C@@H]2OCCC1=CC=C(C=C21)Cl